3-oxa-6-azabicyclo[3.2.1]octane C12COCC(NC1)C2